(3S,5S,8S,10S,13R,14S,17R)-17-((R)-5-hydroxypentan-2-yl)-3,10,13-trimethyl-2,3,4,5,6,7,8,10,12,13,14,15,16,17-tetradecahydro-1H-cyclopenta[a]phenanthren-3-ol OCCC[C@@H](C)[C@H]1CC[C@H]2[C@@H]3CC[C@H]4C[C@](CC[C@@]4(C3=CC[C@]12C)C)(O)C